FC=1C=CC(=NC1)C1=NN2C(COCC2(C)C)=C1C1=C2C(=NC(=C1)C)NN=C2 2-(5-Fluoro-2-pyridyl)-7,7-dimethyl-3-(6-methyl-1H-pyrazolo[3,4-b]pyridin-4-yl)-4,6-dihydropyrazolo[5,1-c][1,4]oxazine